[N+](=O)([O-])OCCCCC(=O)N 5-nitrooxy-pentanoic amide